ClC=1C=CC(=C(C1)C1=C(N=CN1)C=1N=C2C=C(C=NC2=CC1)NCCN1C(CNCC1)CC(=O)OC)F methyl 2-[1-[2-[[6-[5-(5-chloro-2-fluoro-phenyl)-1H-imidazol-4-yl]-1,5-naphthyridin-3-yl]amino]ethyl]piperazin-2-yl]acetate